1-(1-(6-(trifluoromethyl)benzo[b]thiophene-2-carbonyl)-1,8-diazaspiro[4.5]decane-8-carbonyl)-1H-pyrazole-3-carboxamide FC(C=1C=CC2=C(SC(=C2)C(=O)N2CCCC23CCN(CC3)C(=O)N3N=C(C=C3)C(=O)N)C1)(F)F